N-(2-(3,5-dichloropyridin-2-yl)ethyl)-5-chloro-6-ethylpyrimidin-4-amine ClC=1C(=NC=C(C1)Cl)CCNC1=NC=NC(=C1Cl)CC